CC1=CC=C(C=C1)S(=O)(=O)[O-].C(CC)[N+]1=CC=CC2=CC=CC=C12 1-propylquinolin-1-ium 4-methylbenzenesulfonate